FC=1C=C(C=C(C1)F)[C@H]1N(OCC1)C(=O)C12CCC(CC1)(C2)CC=2C=CC(=C(C(=O)N)C2)C 5-[[4-[(3S)-3-(3,5-difluorophenyl)isoxazolidine-2-carbonyl]norbornan-1-yl]methyl]-2-methyl-benzamide